(S)-1-(benzofuran-2-yl)-2-(ethyl-amino)propan-1-one hydrochloride Cl.O1C(=CC2=C1C=CC=C2)C([C@H](C)NCC)=O